(4,6-di-tert-butyl-9-fluorenyl)phenoxytitanium dichloride [Cl-].[Cl-].C(C)(C)(C)C1=CC=CC=2C(C3=CC=C(C=C3C12)C(C)(C)C)[Ti+2]OC1=CC=CC=C1